C(C)(C)(C)C1C(C2(CCN1C(=O)OC(C(O)C(O)C(CCCCCCCCCCCCCCC)=O)C(CCCCCCCCCCCCCCC)=O)CCNCC2)(O)CC2=CC=CC=C2 di-palmitoyl-glycerol tert-butyl-benzyl-1-hydroxy-3,9-diazaspiro[5.5]undecane-3-carboxylate